C(#N)C1=CC(=C(COC2=CC=CC(=N2)C2CCN(CC2)CC2=NC3=C(N2CCOC)C=C(C=C3OC(F)F)C(=O)O)C=C1)F 2-((4-(6-((4-Cyano-2-fluorobenzyl)oxy)pyridin-2-yl)piperidin-1-yl)methyl)-4-(difluoromethoxy)-1-(2-methoxyethyl)-1H-benzo[d]imidazole-6-carboxylic acid